Cl.C(C)N(CC)CC triethyl-amine hydrochloride